14,15-Epoxyeicosatrienoic Acid CCCCCC1C(O1)C/C=C\C/C=C\C/C=C\CCCC(=O)O